(S)-ureidoglycine glyoxylate C(C=O)(=O)O.N(C(=O)N)NCC(=O)O